C/C(=C\\C=C\\C=C(\\C=C\\C=C(\\C=C\\C=O)/C)/C)/C=C/C=C(/C=C/C=O)\\C The molecule is an apo carotenoid that is the dialdehyde obtained by reduction of the terminal methyl ester and carboxy groups of bixin. It has a role as a plant metabolite. It is an apo carotenoid, an enal and a dialdehyde. It derives from a bixin.